N,3-dimethyl-4-oxo-3,4-dihydroimidazo[5,1-d][1,2,3,5]tetrazine-8-carboxamide CNC(=O)C=1N=CN2C1N=NN(C2=O)C